NC(CC=1C=C(C=CC1)C1=CC=2C(=NC=CC2S1)N(C(C1=C(C=C(C=C1)N1N=NC=2C1=NC=CC2)F)=O)[C@H]2CNCCC2)=O N-[2-[3-(2-amino-2-oxo-ethyl)phenyl]thieno[3,2-c]pyridin-4-yl]-2-fluoro-N-[(3R)-3-piperidyl]-4-(triazolo[4,5-b]pyridin-3-yl)benzamide